(2S,5R,6S)-5-hydroxy-6-methyl-5,6-dihydropyran-2-carboxylic acid methyl ester COC(=O)[C@H]1O[C@H]([C@@H](C=C1)O)C